ClC=1C=C2C(=CC1)NC(C21CCN(CC1)CCOC1=CC2=C(N(C(N2)=O)C)C=C1)=O 5-chloro-1'-{2-[(1-methyl-2-oxo-2,3-dihydro-1H-1,3-benzodiazol-5-yl)oxy]ethyl}-1,2-dihydrospiro[indole-3,4'-piperidin]-2-one